N-(3-(trifluoromethyl)phenyl)tetrahydro-2H-thiopyran-4-carboxamide 1,1-dioxide FC(C=1C=C(C=CC1)NC(=O)C1CCS(CC1)(=O)=O)(F)F